ClC1=CC=C(S1)CNC1=CC(=NN1C(C(C)(C)C)=O)C1CCN(CC1)CCOC 1-(5-{[(5-chlorothiophen-2-yl)methyl]amino}-3-[1-(2-methoxyethyl)piperidin-4-yl]-1H-pyrazol-1-yl)-2,2-dimethylpropan-1-one